2-(dimethylamino)ethyl (1R,4aS,10aR)-6-hydroxy-1,4a-dimethyl-2,3,4,9,10,10a-hexahydrophenanthrene-1-carboxylate OC=1C=C2[C@]3(CCC[C@]([C@@H]3CCC2=CC1)(C(=O)OCCN(C)C)C)C